racemic-(1S,2R)-2-((benzyloxy)methyl)-1-(trifluoromethyl)cyclopropane-1-carboxylic acid ethyl ester C(C)OC(=O)[C@]1([C@@H](C1)COCC1=CC=CC=C1)C(F)(F)F |r|